acrylic acid 7-amino-3,7-dimethyloctyl ester NC(CCCC(CCOC(C=C)=O)C)(C)C